tert-Butyl 4-(1-(1-(5-bromopyridin-2-yl)-3-(difluoromethoxy)propyl)-1H-pyrazol-4-yl)-2-fluorobenzoate BrC=1C=CC(=NC1)C(CCOC(F)F)N1N=CC(=C1)C1=CC(=C(C(=O)OC(C)(C)C)C=C1)F